C1(CC1)C1=NN(C=N1)S(=O)(=O)C=1C=C(N)C=CC1 3-(3-cyclopropyl-1,2,4-triazol-1-ylsulfonyl)aniline